CC1=[N+](C2=CC=C(C=C2C1(C)C)S(=O)(=O)[O-])CCCCS(=O)(=O)[O-].[Na+] Sodium 2,3,3-trimethyl-1-(4-sulfonatobutyl)-3H-indol-1-ium-5-sulfonate